2-(3-((benzyloxy)methyl)-4-ethyl-5-oxo-4,5-dihydro-1H-1,2,4-triazol-1-yl)-3-fluoro-8-isopropyl-6-(2-methoxyphenyl)-1,6-naphthyridin-5(6H)-one C(C1=CC=CC=C1)OCC1=NN(C(N1CC)=O)C1=NC=2C(=CN(C(C2C=C1F)=O)C1=C(C=CC=C1)OC)C(C)C